CC(=O)N[C@@H]1[C@H](C[C@](O[C@H]1[C@@H]([C@@H](CO)O)O)(C(=O)O)OC[C@@H]2[C@@H]([C@@H]([C@H]([C@H](O2)O)NC(=O)C)O)O)O The molecule is an amino disaccharide composed of N-acetylneuraminic acid and N-acetyl-alpha-D-galactosamine residues linked (2->6). It has a role as an epitope. It is an amino disaccharide and a galactosamine oligosaccharide.